3-cyano-6-(trifluoromethoxy)pyridine C(#N)C=1C=NC(=CC1)OC(F)(F)F